2-methyl-N-[3-[2-(trimethylsilyl)ethynyl]Oxetan-3-yl]Propane-2-sulfinamide (±)-methyl-4-[3-[(4,5-dichloro-1-methyl-indole-2-carbonyl)amino]oxetan-3-yl]benzoate COC(C1=CC=C(C=C1)C1(COC1)NC(=O)C=1N(C2=CC=C(C(=C2C1)Cl)Cl)C)=O.CC(C)(C)S(=O)NC1(COC1)C#C[Si](C)(C)C